1-cyclobutyl-4-((5-(pyridin-2-yl)isoxazol-3-yl)methyl)-1,4-dihydropyrazine-2,3-dione C1(CCC1)N1C(C(N(C=C1)CC1=NOC(=C1)C1=NC=CC=C1)=O)=O